CN(C=1N(C=C([N+]1C)C(C)=O)C)C 2-dimethylamino-4-acetyl-1,3-dimethylimidazolium